1-(3'-bromo-3-chloro-5'-fluoro-2'-methoxy-[1,1'-biphenyl]-4-yl)-3-methyl-1,3-dihydro-2H-imidazol-2-one BrC=1C(=C(C=C(C1)F)C1=CC(=C(C=C1)N1C(N(C=C1)C)=O)Cl)OC